N1(CCCCC1)C1CCN(CC1)C([C@@H](CC=1C=C2C=NNC2=CC1)NC(=O)N1CCC(CC1)N1C(NC2=CC=CC=C2C1)=O)=O |r| (±)-4-(2-Oxo-1,4-dihydro-2H-quinazolin-3-yl)-piperidine-1-carboxylic acid [2-[1,4']bipiperidinyl-1'-yl-1-(1H-indazol-5-ylmethyl)-2-oxo-ethyl]-amide